ClC1=C(C(=O)P(CCCCCCCCCC)(C(C2=C(C=CC=C2Cl)Cl)=O)=O)C(=CC=C1)Cl bis(2,6-dichlorobenzoyl)decylphosphine oxide